N-(4-fluoro-3-(2-((4-(piperazin-1-yl)phenyl)amino)quinazolin-8-yl)phenyl)acetamide methyl-1-(4-(bromomethyl)benzyl)-3-(methoxymethyl)-1H-pyrazole-4-carboxylate COC(=O)C=1C(=NN(C1)CC1=CC=C(C=C1)CBr)COC.FC1=C(C=C(C=C1)NC(C)=O)C=1C=CC=C2C=NC(=NC12)NC1=CC=C(C=C1)N1CCNCC1